COC(C1=C(C=C(C=C1F)Br)C(=C)C#N)=O 4-bromo-2-(1-cyanovinyl)-6-fluorobenzoic acid methyl ester